N(C1=CC=CC=C1)C=1C=CC=C2C=CC=CC12 8-Anilinonaphthalene